N7-(6-bromochroman-3-yl)-2-(methoxymethyl)pyrazolo[1,5-a]pyrimidine-3,7-dicarboxamide BrC=1C=C2CC(COC2=CC1)NC(=O)C1=CC=NC=2N1N=C(C2C(=O)N)COC